3,4-diamino-N-cyclopropylbenzamide NC=1C=C(C(=O)NC2CC2)C=CC1N